2-(3-bromopyridin-4-yl)-6-methoxy-1,3-benzothiazole BrC=1C=NC=CC1C=1SC2=C(N1)C=CC(=C2)OC